O1NC(C2=C1CNCC2)=O 4,5,6,7-tetrahydroisoxazolo[5,4-c]pyridin-3(2H)-one